C=1(C(=CC=CC1)C(=O)OCCC1=CC=CC=C1)C 2-phenylethyl toluate